methacrylic acid butylaminoethyl-methacrylate C(CCC)NCCOC(C(=C)C)=O.C(C(=C)C)(=O)O